(S)-2-amino-3-(4-(tert-butoxycarbonyl)phenyl)propionic acid N[C@H](C(=O)O)CC1=CC=C(C=C1)C(=O)OC(C)(C)C